(S)-2-(6-Chloro-4-(((cyclobutylmethyl)amino)methyl)pyridin-2-yl)-6-(1-(4-methyl-4H-1,2,4-triazol-3-yl)propan-2-yl)isoindolin-1-one ClC1=CC(=CC(=N1)N1C(C2=CC(=CC=C2C1)[C@H](CC1=NN=CN1C)C)=O)CNCC1CCC1